C1CCC2=C(C=3CCCC3C=C12)NC(=O)[N-]S(=O)(=O)\C=C\C1N(CCC1)C (E)-((1,2,3,5,6,7-hexahydro-s-indacen-4-yl)carbamoyl)((2-(1-methylpyrrolidin-2-yl)vinyl)sulfonyl)amide